C(C)(C)(C)OC(=O)N1CCC2(CN(C2)C2=CC=C(C=C2)B2OC(C(O2)(C)C)(C)C)CC1.C1(=CC=C(C=C1)C(C)=O)C1=CC=CC=C1 1-([1,1'-biphenyl]-4-yl)ethan-1-one tert-butyl-2-[4-(4,4,5,5-tetramethyl-1,3,2-dioxaborolan-2-yl)phenyl]-2,7-diazaspiro[3.5]nonane-7-carboxylate